(E)-5-(benzo[d][1,3]dioxol-5-ylmethylene)-1-(4-methoxyphenyl)pyrimidine-2,4,6(1H,3H,5H)-trione O1COC2=C1C=CC(=C2)\C=C\2/C(NC(N(C2=O)C2=CC=C(C=C2)OC)=O)=O